CC[C@H](C)[C@@H](C(=O)N[C@@H](CC(C)C)C(=O)N[C@@H](CC1=CNC2=CC=CC=C21)C(=O)N[C@@H](CC3=CNC4=CC=CC=C43)C(=O)O)N The molecule is a tetrapeptide composed of L-isoleucine, L-leucine and two L-tryptophan units joined in sequence by peptide linkages. It has a role as a metabolite. It derives from a L-isoleucine, a L-leucine and a L-tryptophan.